ClC=1C(=NC=C(C1)C)N1CCC(CC1)NC(=S)NC=1C=NC=CC1 1-(1-(3-Chloro-5-methylpyridin-2-yl)piperidin-4-yl)-3-(pyridin-3-yl)thiourea